3-ethyl-1-methyl-1H-imidazole C(C)N1CN(C=C1)C